thiomorpholine-3-carboxylic acid 1,1-dioxide N1C(CS(CC1)(=O)=O)C(=O)O